CC1(CC1)CCO 2-(1-methylcyclopropyl)ethanol